tert-Butyl 4-[2-(4-fluorophenyl)-3-(2-methyl-4-pyridyl)benzimidazol-5-yl]piperazine-1-carboxylate FC1=CC=C(C=C1)C=1N(C2=C(N1)C=CC(=C2)N2CCN(CC2)C(=O)OC(C)(C)C)C2=CC(=NC=C2)C